(3-fluoro-4-((1-isopropyl-2-keto-2,3-dihydro-1H-imidazo[4,5-b]pyridin-7-yl)oxy)phenyl)-1-(5-methylpyridin-2-yl)-5-(trifluoromethyl)-1H-pyrazole-4-carboxamide FC=1C=C(C=CC1OC1=C2C(=NC=C1)NC(N2C(C)C)=O)C2=NN(C(=C2C(=O)N)C(F)(F)F)C2=NC=C(C=C2)C